CC1OC(CN(C1)C(=O)C=1C=C(C=CC1)C1=CC=C(C=C1)C)C (2,6-dimethylmorpholino)(4'-methyl-[1,1-biphenyl]-3-yl)methanone